tert-Butyl peroxyneoheptanoate (tert-Butyl-peroxyneohexanoate) C(C)(C)(C)C(C(=O)OO)C(C)(C)C.C(CCC(C)(C)C)(=O)OOC(C)(C)C